(S)-ethyl 2-(3-(3-(((((9H-fluoren-9-yl)methoxy)carbonyl)amino)methyl)phenyl)-2-aminopropanamido)-2-methylpropanoate C1=CC=CC=2C3=CC=CC=C3C(C12)COC(=O)NCC=1C=C(C=CC1)C[C@@H](C(=O)NC(C(=O)OCC)(C)C)N